Tert-Butyl (S)-(2-(2-(2-(2-(4-(4-chlorophenyl)-2,3,9-trimethyl-6H-thieno[3,2-f][1,2,4]triazolo[4,3-a][1,4]diazepin-6-yl)acetamido)ethoxy)ethoxy)ethyl)carbamate ClC1=CC=C(C=C1)C1=N[C@H](C=2N(C3=C1C(=C(S3)C)C)C(=NN2)C)CC(=O)NCCOCCOCCNC(OC(C)(C)C)=O